2-(6-(5-methylpyridin-2-ylamino)pyrimidin-4-ylamino)benzamide CC=1C=CC(=NC1)NC1=CC(=NC=N1)NC1=C(C(=O)N)C=CC=C1